1,4-phenylenketon calcium-cobalt [Co].[Ca].C12=CC=C(C=C1)C2=O